6-acetyl-3-chlorophenylboric acid C(C)(=O)C1=CC=C(C=C1OB(O)O)Cl